C(C)(C)(C)OC(C(C)(C)N1C(N(C2=C(C1=O)C(=C(S2)C#N)C)CC(OC2CCOCC2)C2=C(C=CC(=C2)F)OCC)=O)=O 2-(6-cyano-1-(2-(2-ethoxy-5-fluorophenyl)-2-((tetrahydro-2H-pyran-4-yl)oxy)ethyl)-5-methyl-2,4-dioxo-1,2-dihydrothieno[2,3-d]pyrimidin-3(4H)-yl)-2-methylpropanoic acid tert-butyl ester